COC=1C=C(C=C(C1)OC)\C=N\C1=C(N=C2N1N=C(C(=N2)\C=C\C2=CC(=CC(=C2)OC)OC)C)C2=CC(=CC(=C2)OC)OC (E)-1-(3,5-dimethoxyphenyl)-N-(6-(3,5-dimethoxyphenyl)-3-((E)-3,5-dimethoxystyryl)-2-methylimidazo[1,2-b][1,2,4]triazin-7-yl)methanimine